methyl 9-hydroxynonanoate OCCCCCCCCC(=O)OC